FC(F)(F)SC=1C=C(C=CC1)CO {3-[(trifluoromethyl)sulfanyl]phenyl}methanol